C(#N)C(C(=O)OCC)=C ethyl α-cyanoacrylate